C(C1=CC=CC=C1)N1CCC(CC1)CCNC(=O)N1[C@@H](CN(C[C@@H]1C)C1=NC=C(C=N1)C(=O)NCC1CC1)C 2-[(3R,5S)-4-{[2-(1-benzylpiperidin-4-yl)ethyl]carbamoyl}-3,5-dimethylpiperazin-1-yl]-N-(cyclopropylmethyl)pyrimidine-5-carboxamide